C(C)OC(COC1=NN(C(=C1)C1=CC=C(C=C1)OC1=CC=CC=C1)C1=C(C=C(C=C1)Cl)Cl)=O Ethyl-{[1-(2,4-dichlorophenyl)-5-(4-phenoxyphenyl)-1H-pyrazol-3-yl]oxy}acetat